1-(3-(6-chloro-7-fluoro-3-(1H-imidazol-1-yl)-5-methoxy-1-methyl-1H-indol-2-yl)-1H-1,2,4-triazol-5-yl)-2-methoxyethan-1-ol ClC1=C(C=C2C(=C(N(C2=C1F)C)C1=NNC(=N1)C(COC)O)N1C=NC=C1)OC